(S)-β-amino-4-(3-chlorophenyl)-butyric acid N[C@H](CC(=O)O)CC1=CC(=CC=C1)Cl